(5-(1-(4-chloro-2-fluorophenyl)piperidin-4-yl)-1,3,4-thiadiazol-2-yl)-N4,N4-dimethylbenzene-1,4-disulfonamide ClC1=CC(=C(C=C1)N1CCC(CC1)C1=NN=C(S1)C1=C(C=CC(=C1)S(=O)(=O)N(C)C)S(=O)(=O)N)F